N,N-dimethylolglycine C(O)N(CC(=O)O)CO